Pyridazin-3-yl-4-{3-[5-(trifluoromethyl)-2-pyridyloxy]benzylidene}piperidine-1-carboxamide N1=NC(=CC=C1)C1N(CCC(C1)=CC1=CC(=CC=C1)OC1=NC=C(C=C1)C(F)(F)F)C(=O)N